pyridine-3-sulfinic acid sodium salt [Na+].N1=CC(=CC=C1)S(=O)[O-]